N1(CCOCC1)C=1C=C(C=CC1)NCCO 2-[(3-morpholin-4-ylphenyl)amino]ethanol